C(C1=CC=CC=C1)NC(CCC1=NC2=NC=CN=C2C(N1CCC1=CC=CC=C1)=O)=O N-Benzyl-3-(4-oxo-3-phenethyl-3,4-dihydropteridin-2-yl)propanamide